N-[2-[3-[(R or S)-[1-[(4aR,8aS)-3-Oxo-4,4a,5,7,8,8a-hexahydropyrido[4,3-b][1,4]oxazine-6-carbonyl]-4-piperidyl]-phenyl-methyl]phenoxy]ethyl]-3-(2-aminoethoxy)propanamide O=C1N[C@H]2[C@@H](OC1)CCN(C2)C(=O)N2CCC(CC2)[C@@H](C=2C=C(OCCNC(CCOCCN)=O)C=CC2)C2=CC=CC=C2 |o1:19|